ClC=1C(=C(C(=CC1)N1N=NN=C1)/C=C/C(=O)N1C(C2=CC=CC(=C2CC1)N(C(CN(C)C)=O)C)C(=O)NC1=CC=C(C(=O)O)C=C1)F (E)-4-(2-(3-(3-chloro-2-fluoro-6-(1H-tetrazol-1-yl)phenyl)acryloyl)-5-(2-(dimethylamino)-N-methylacetamido)-1,2,3,4-tetrahydroisoquinoline-1-carboxamido)benzoic acid